C(C=C)(=O)NC1=C(C=CC=C1)C1CCNC=2N1N=C(C2C(=O)N)C2=CC(=C(C=C2)Cl)C(F)(F)F 7-(2-Acrylamidophenyl)-2-(4-chloro-3-(trifluoromethyl)phenyl)-4,5,6,7-tetrahydropyrazolo[1,5-a]pyrimidine-3-carboxamide